N-benzyl-1H-benzotriazole-1-carbothioamide C(C1=CC=CC=C1)NC(=S)N1N=NC2=C1C=CC=C2